[(4-bromo-1-methyl-pyrazol-3-yl)methyl]carbamate BrC=1C(=NN(C1)C)CNC([O-])=O